N-(1-methylindazol-7-yl)-6-(tributylstannyl)pyridine-3-sulfonamide CN1N=CC2=CC=CC(=C12)NS(=O)(=O)C=1C=NC(=CC1)[Sn](CCCC)(CCCC)CCCC